S1C=NC2=C1C(=CC=C2)OC2CC(C2)C(=O)N2C[C@H]1CC[C@@H](C2)N1C1=NC=C(C=N1)Cl ((1r,3R)-3-(benzo[d]thiazol-7-yloxy)cyclobutyl)((1R,5S)-8-(5-chloropyrimidin-2-yl)-3,8-diazabicyclo[3.2.1]octan-3-yl)methanone